(8S,9aR)-8-hydroxy-3-nitro-8,9,9a,10-tetrahydro-5H,7H-pyrido[3,2-f]pyrrolo[2,1-c][1,4]oxazepin-5-one O[C@H]1C[C@@H]2COC3=C(C(N2C1)=O)C=C(C=N3)[N+](=O)[O-]